10-Dihydroanthracene C1C=CC=C2C1=CC3=CC=CC=C3C2